C(C)(C)(C)OC(=O)N1C(C(NCC1)=O)C.C(#N)NB(O)O boric acid-cyanoamide tert-butyl-2-methyl-3-oxo-piperazine-1-carboxylate